ClC=1C=CC(=NC1)S[C@@H]1CN(CC1)C1=C(C=C(C=C1)C1=C(C=CC=C1)C(C)C)C(F)F (S)-5-chloro-2-((1-(3-(difluoromethyl)-2'-isopropyl-[1,1'-biphenyl]-4-yl)pyrrolidin-3-yl)thio)pyridine